O1CCN(CC1)C(C=O)=O 2-morpholinoethane-1,2-dione